COCC1CN2C(O1)=C(C=N2)S(=O)(N)=N (methoxymethyl)-2,3-dihydropyrazolo[5,1-b]oxazole-7-sulfonimidamide